N[C@@H]1CN(CC1)C1=CC(=C(C(=C1)F)N1C(N(C=2N=CC(=CC2C=2C=CC(=CC12)C#N)Cl)CC)=O)F 10-{4-[(3S)-3-aminopyrrolidin-1-yl]-2,6-difluorophenyl}-4-chloro-8-ethyl-9-oxo-6,8,10-triazatricyclo[9.4.0.02,7]pentadeca-1(11),2(7),3,5,12,14-hexaene-13-carbonitrile